FCCC1=NC(=NO1)C=1C(=C(C=CC1)NC1=CC=NC=C1C(=O)NC([2H])([2H])[2H])OC 4-((3-(5-(2-fluoroethyl)-1,2,4-oxadiazol-3-yl)-2-methoxyPhenyl)amino)-N-(methyl-d3)nicotinamide